P(O)(=O)(OP(=O)(O)O)OC[C@@H]1[C@H]([C@H]([C@@](O1)(N1C=NC=2C(=O)NC(N)=NC12)OC)O)O.COC1=CC=C(C=C1)C=[N+]([O-])C1=C(C=CC=C1)C(=O)O alpha-(p-methoxyphenyl)-N-(2-carboxyphenyl)nitrone methoxyguanosine-5'-diphosphate